2-morpholino-6-(naphthalen-1-yl)-4H-pyran-4-one O1CCN(CC1)C=1OC(=CC(C1)=O)C1=CC=CC2=CC=CC=C12